1-Nonyl-4-propylpiperidinium acetat C(C)(=O)[O-].C(CCCCCCCC)[NH+]1CCC(CC1)CCC